2-((S)-4-(2-(((S)-1-methylpyrrolidin-2-yl)methoxy)-7-(5,6,7,8-tetrahydronaphthalen-1-yl)pyrido[2,3-d]pyrimidin-4-yl)piperazin-2-yl)acetonitrile CN1[C@@H](CCC1)COC=1N=C(C2=C(N1)N=C(C=C2)C2=CC=CC=1CCCCC21)N2C[C@@H](NCC2)CC#N